6-(4-(4-Isobutylpiperazin-1-yl)phenyl)-1-methyl-2-(4-(methylsulfonyl)phenyl)-1H-pyrrolo[3,2-c]pyridin C(C(C)C)N1CCN(CC1)C1=CC=C(C=C1)C1=CC2=C(C=N1)C=C(N2C)C2=CC=C(C=C2)S(=O)(=O)C